tert-Butyl (3-((4-(2-((3-amino-6-(2-hydroxyphenyl)pyridazin-4-yl)oxy)ethyl)phenyl)(methyl)amino)propyl)(methyl)carbamate NC=1N=NC(=CC1OCCC1=CC=C(C=C1)N(CCCN(C(OC(C)(C)C)=O)C)C)C1=C(C=CC=C1)O